[3-((4-fluorobenzyl)oxy)-5-methylphenoxy]-5-methylphenol FC1=CC=C(COC=2C=C(OC3=C(C=C(C=C3)C)O)C=C(C2)C)C=C1